1-((1-acryloyl-3-hydroxyazetidin-3-yl)methyl)-7-chloro-6-(2-fluoro-6-hydroxyphenyl)-4-(2-isopropyl-4-methylpyridin-3-yl)-1,4-dihydropyrido[2,3-b]pyrazine-2,3-dione C(C=C)(=O)N1CC(C1)(O)CN1C2=C(N(C(C1=O)=O)C=1C(=NC=CC1C)C(C)C)N=C(C(=C2)Cl)C2=C(C=CC=C2O)F